tert-butyl N-[2-amino-2-(4-nitrophenyl)ethyl]carbamate NC(CNC(OC(C)(C)C)=O)C1=CC=C(C=C1)[N+](=O)[O-]